BrC1=CN=C(S1)NC(C1=CC=CC=C1)=O N-(5-bromothiazol-2-yl)benzamide